N1=C(C=NC=C1)N1CC=2N(CC1)C=C(N2)C(=O)OCC2=CC=CC=C2 benzyl 7-(pyrazin-2-yl)-5,6,7,8-tetrahydroimidazo[1,2-a]pyrazine-2-carboxylate